5-(2-(((S)-azepan-4-yl)amino)-1-phenylethyl)-2-chloro-6-fluoro-5-(2-methoxyethoxy)-[1,1-biphenyl]-2-carboxamide trifluoroacetate FC(C(=O)O)(F)F.N1CC[C@H](CCC1)NCC(C1=CC=CC=C1)C1(C=CC(C(=C1F)C1=CC=CC=C1)(C(=O)N)Cl)OCCOC